3-amino-5-phenylpentanoic acid NC(CC(=O)O)CCC1=CC=CC=C1